4-(6-chloro-8-fluoro-2-((((S)-1-methylpyrrolidin-2-yl)methyl)amino)-4-(piperazin-1-yl)quinazolin-7-yl)benzo[d]thiazol-2-amine ClC=1C=C2C(=NC(=NC2=C(C1C1=CC=CC2=C1N=C(S2)N)F)NC[C@H]2N(CCC2)C)N2CCNCC2